ClC=1C=C(C=CC1)C1=NC(=NC(N1)=O)C1=CC=CC=C1 6-(3-chlorophenyl)-4-phenyl-1,3,5-triazin-2(1H)-one